(S)-8-(7-chloro-1H-indole-2-carbonyl)-N-((R)-4-fluoro-3-oxo-1-((S)-2-oxopyrrolidin-3-yl)butan-2-yl)-5-oxa-8-azaspiro[3.5]nonane-9-carboxamide ClC=1C=CC=C2C=C(NC12)C(=O)N1CCOC2(CCC2)[C@H]1C(=O)N[C@H](C[C@H]1C(NCC1)=O)C(CF)=O